2-isopropylphenyl-2,2-dimethoxypropane C(C)(C)C1=C(C=CC=C1)CC(C)(OC)OC